(2R,3S,5R)-3-(3,4-difluoro-2-methoxyphenyl)-N-(2-(difluoromethyl)pyridin-4-yl)-5-methyl-5-(trifluoromethyl)tetrahydrothiophene-2-carboxamide FC=1C(=C(C=CC1F)[C@H]1[C@@H](S[C@](C1)(C(F)(F)F)C)C(=O)NC1=CC(=NC=C1)C(F)F)OC